FCC1(CCC1)CNCC1=CC(=C2CN(C(C2=C1)=O)C1=CC(=CC=C1)C1(CC(C1)OC)C1=NN=CN1C)C(F)(F)F 6-((((1-(fluoromethyl)cyclobutyl)methyl)amino)meth-yl)-2-(3-((1r,3r)-3-methoxy-1-(4-methyl-4H-1,2,4-triazol-3-yl)cyclobutyl)phenyl)-4-(trifluoromethyl)isoindolin-1-one